ClC=1N(N=C2C1N(C(C=C2N2[C@H](CN([C@@H](C2)C)[C@H](C)C=2C=C1N=CC=NC1=CC2)C)=O)C)CC#N (3-chloro-7-((2S,5R)-2,5-dimethyl-4-((R)-1-(quinoxalin-6-yl)ethyl)piperazin-1-yl)-4-methyl-5-oxo-4,5-dihydro-2H-pyrazolo[4,3-b]pyridin-2-yl)acetonitrile